isopropyl-3,6-nonadien C(C)(C)CCC=CCC=CCC